benzo[d]isoxazole-3-carboxamide O1N=C(C2=C1C=CC=C2)C(=O)N